N-[(5-chlorothiophen-2-yl)methyl]-3-(oxolan-2-yl)-1-(thiophene-3-carbonyl)-1H-pyrazol-5-amine ClC1=CC=C(S1)CNC1=CC(=NN1C(=O)C1=CSC=C1)C1OCCC1